C(C(C)C)OC1=CC=C(C=N1)CN1CC2(CC2)CN(C1=O)C1CCN(CC1)C 5-[(6-Isobutoxypyridin-3-yl)methyl]-7-(1-methylpiperidin-4-yl)-5,7-diazaspiro[2.5]octane-6-one